(cis)-1,2-diaminocyclohexane N[C@H]1[C@H](CCCC1)N